[N+](=O)([O-])[O-].[N+](=O)([O-])[O-].[N+](=O)([O-])[O-].[Ir+3] Iridium trinitrate